FC(C(=O)O)(F)F.F[C@H](CNC1=NC=C(C(=N1)NC1CCC(CC1)O)C1=NC=C(C=C1)CN1CCN(CC1)CCF)CC (1S,4r)-4-((2-(((S)-2-fluorobutyl)amino)-5-(5-((4-(2-fluoroethyl)piperazin-1-yl)methyl)pyridin-2-yl)pyrimidin-4-yl)amino)cyclohexan-1-ol 2,2,2-trifluoroacetate